E-aspartic acid N[C@@H](CC(=O)O)C(=O)O